1-(2-(cyclopropylamino)-5-methylpyrimidin-4-yl)-1H-pyrazole-4-carboxylic acid C1(CC1)NC1=NC=C(C(=N1)N1N=CC(=C1)C(=O)O)C